7-[4-(3-pyridinyl)-4-hydroxybut-1-yl]guanine N1=CC(=CC=C1)C(CCCN1C=NC=2N=C(NC(C12)=O)N)O